C(C)(C)(C)OC(NC1=NC=CN=C1C(F)(F)F)=O N-(3-trifluoromethylpyrazin-2-yl)-carbamic acid tert-butyl ester